2,2-di(T-Butylperoxy)Butan Benzyl-(±)-8-(methylaminocarbonyl)-5-oxo-1,2,4,4a,5,6-hexahydro-3H-pyrazino[1,2-a]pyrido[2,3-e]pyrazine-3-carboxylate C(C1=CC=CC=C1)OC(=O)N1C[C@H]2N(C3=C(NC2=O)N=C(C=C3)C(=O)NC)CC1.C(C)(C)(C)OOC(C)(CC)OOC(C)(C)C |r|